Cl[C@H]1C(O[C@@H]([C@H]([C@@H]1O)O)CO)O (3R,4S,5S,6R)-3-chloro-6-(hydroxymethyl)tetrahydro-2H-pyran-2,4,5-triol